ClC1=CC=2N(C(N1C1CC1)=O)C=C(N2)C2=NC=C(C=C2S(=O)(=O)CC)C2=CC=C(C=C2)F 7-chloro-6-cyclopropyl-2-[3-ethylsulfonyl-5-(4-fluorophenyl)-2-pyridyl]imidazo[1,2-c]pyrimidin-5-one